OC[C@@H](C1=CC=C(C=C1)C1=C(N=CS1)C)NC(OC(C)(C)C)=O tert-Butyl N-[(1R)-2-hydroxy-1-[4-(4-methylthiazol-5-yl) phenyl]ethyl]carbamate